[Ca+2].Cl[O-].Cl[O-] hypochlorous acid calcium salt